5-(5-cyano-4-fluoro-2-methoxyphenyl)-N-((3R,5R)-1-cyano-5-methyl-pyrrolidin-3-yl)oxazole-2-carboxamide C(#N)C=1C(=CC(=C(C1)C1=CN=C(O1)C(=O)N[C@H]1CN([C@@H](C1)C)C#N)OC)F